2-(5-(4-Chlorophenyl)thiophen-2-yl)-N-(3-morpholinopropyl)acetamid ClC1=CC=C(C=C1)C1=CC=C(S1)CC(=O)NCCCN1CCOCC1